(R)-2-((6-bromo-4-quinazolinyl)amino)-1-(4-(dimethylamino)-1-piperidinyl)-3-(methylselenyl)propan-1-one BrC=1C=C2C(=NC=NC2=CC1)N[C@H](C(=O)N1CCC(CC1)N(C)C)C[Se]C